methyl (S)-2-((tert-butoxycarbonyl) amino)-3-oxo-3-phenylpropionate C(C)(C)(C)OC(=O)N[C@H](C(=O)OC)C(C1=CC=CC=C1)=O